3-[3-methyl-2-oxo-5-(4-piperidylamino)benzimidazol-1-yl]piperidine-2,6-dione CN1C(N(C2=C1C=C(C=C2)NC2CCNCC2)C2C(NC(CC2)=O)=O)=O